FC1=C(OC2=CC(=NC=C2)C(=O)NC2C3C(C4=C(N(C2=O)C)N=CC=C4)C3)C=CC=C1 4-(2-fluorophenoxy)-N-(cis-4-methyl-3-oxo-1,1a,2,3,4,8b-hexahydrocycloprop[d]pyrido[2,3-b]azepin-2-yl)pyridinecarboxamide